S1C(=NC2=C1C=CC=C2)NC(=O)C=2C=CC=C1CCN(CC21)C2=CC=C(C(=N2)C(=O)OC(C)(C)C)C2=C(C(=CC=C2)OC2=CC=C(C=C2)CCCC(=O)OC)C tert-butyl 6-(8-(benzo[d]thiazol-2-ylcarbamoyl)-3,4-dihydroisoquinolin-2(1H)-yl)-3-(3-(4-(4-methoxy-4-oxobutyl)phenoxy)-2-methylphenyl)picolinate